FC(OC1=C(C=CC=C1)C1=NC=CC2=C1CN(C2=O)C2=NC=C(C=C2)OC(F)F)F 4-[2-(difluoromethoxy)phenyl]-2-[5-(difluoromethoxy)pyridin-2-yl]-2,3-dihydro-1H-pyrrolo[3,4-c]pyridin-1-one